2-Methyl-5-[(8Z,11Z)-pentadeca-8,11-dienyl]benzene-1,3-diol CC1=C(C=C(C=C1O)CCCCCCC\C=C/C\C=C/CCC)O